FC=1C=2N(C=C(C1)NC(=O)C=1C(=NC(=NC1)N1CCNCC1)OC)C=C(N2)C N-(8-fluoro-2-methylimidazo[1,2-a]pyridin-6-yl)-4-methoxy-2-(piperazin-1-yl)pyrimidine-5-carboxamide